(tert-butyl 1-(5-(3-(benzyloxy)-4-methylphenyl)-6-(4-cyano-3-fluorophenyl)-4-hydroxypyridin-2-yl) piperidin-4-yl) carbamate C(N)(OC1CC(N(CC1)C1=NC(=C(C(=C1)O)C1=CC(=C(C=C1)C)OCC1=CC=CC=C1)C1=CC(=C(C=C1)C#N)F)C(C)(C)C)=O